(1-methylcyclopropyl)pyridine-2-carboxamide CC1(CC1)C=1C(=NC=CC1)C(=O)N